C=C1CC(OC1=O)C=1C=C(C(=O)O)C=CC1 3-(4-methylene-5-oxotetrahydrofuran-2-yl)benzoic acid